BrC1=C(C=C(C=C1)Cl)C1(CCN(CC1)C(=O)OC(C)(C)C)C(N)=O tert-butyl 4-(2-bromo-5-chloro-phenyl)-4-carbamoyl-piperidine-1-carboxylate